5-(5-methyl-1,2,4-oxadiazol-3-yl)-2,3-dihydrospiro[indene-1,4'-oxazolidin]-2'-one CC1=NC(=NO1)C=1C=C2CCC3(NC(OC3)=O)C2=CC1